(E)-tert-Butyl 5-((2-methyl-3-((N-methyl-3-(8-oxo-6,7,8,9-tetrahydro-5H-pyrido[2,3-b]azepin-3-yl)acrylamido)methyl)benzofuran-7-yl)oxy)indoline-1-carboxylate CC=1OC2=C(C1CN(C(\C=C\C1=CC3=C(NC(CCC3)=O)N=C1)=O)C)C=CC=C2OC=2C=C1CCN(C1=CC2)C(=O)OC(C)(C)C